6-((1-Cyanocyclopentyl)methoxy)-4-(6-(6-((6-methoxypyridin-3-yl)methyl)-3,6-diazabicyclo[3.1.1]heptan-3-yl)pyridin-3-yl)pyrazolo[1,5-a]pyridine-3-carbonitrile C(#N)C1(CCCC1)COC=1C=C(C=2N(C1)N=CC2C#N)C=2C=NC(=CC2)N2CC1N(C(C2)C1)CC=1C=NC(=CC1)OC